bromopyrazolol BrC=1C(=NNC1)O